(4Z)-2-[[(1R)-1-[(4-Fluorophenyl)methoxymethyl]-3-methylbutyl]amino]-4-(quinoxalin-6-ylmethylene)-1H-imidazol-5-one FC1=CC=C(C=C1)COC[C@@H](CC(C)C)NC=1NC(/C(/N1)=C/C=1C=C2N=CC=NC2=CC1)=O